4-(3,5-difluoro-4-methylphenyl)-1H-1,2,3-triazol FC=1C=C(C=C(C1C)F)C=1N=NNC1